CN1N=C(C=C1C)NC1=NC=C(C(=N1)C1=CNC2=C(C=CC=C12)N1C(C2=CC=CC(=C2C1)NC(=O)C1CCN(CC1)C)=O)C N-(2-(3-(2-((1,5-dimethyl-1H-pyrazol-3-yl)amino)-5-methylpyrimidin-4-yl)-1H-indol-7-yl)-1-oxoisoindolin-4-yl)-1-methylpiperidine-4-carboxamide